4,9-Decadienal C(CCC=CCCCC=C)=O